N1-(1H-Benzimidazol-5-yl)-1-{4-[2-(tricyclo[3.3.1.13,7]decan-1-yl)-1,3-thiazol-5-yl]phenyl}ethane-1,2-diamine N1C=NC2=C1C=CC(=C2)NC(CN)C2=CC=C(C=C2)C2=CN=C(S2)C21CC3CC(CC(C2)C3)C1